FC1=CC=C(C=C1)N1N=C(C=C1C(=O)O)S(=O)C 1-(4-fluorophenyl)-3-(methylsulfinyl)-1H-pyrazole-5-carboxylic acid